C(CCC)N1N=C(C(=C1C)O)C(C)C 1-n-butyl-4-hydroxy-5-methyl-3-isopropylpyrazole